COC1=CC=C(C=C1)[C@H](C)N1CCC[C@H]2CCC3=CC=CN=C3[C@@H]12 |r| rac-(4aR,10bS)-1-[rac-(1S)-1-(4-Methoxyphenyl)ethyl]-3,4,4a,5,6,10b-hexahydro-2H-1,10-phenanthroline